2-(4-chlorobenzyl)-8-methyl-N-[2-(4-methylpiperazin-1-yl)ethyl]-4,5-dihydro-2H-furo[2,3-g]indazole-7-carboxamide ClC1=CC=C(CN2N=C3C4=C(CCC3=C2)OC(=C4C)C(=O)NCCN4CCN(CC4)C)C=C1